endo-N-(7-cyano-7-azabicyclo[2.2.1]heptan-2-yl)-1-(4-methoxy-2-pyrimidinyl)-2,3-dihydro-1H-indole-5-carboxamide C(#N)N1C2C(CC1CC2)NC(=O)C=2C=C1CCN(C1=CC2)C2=NC=CC(=N2)OC